O1C=CN(C=C1)C1=C(N=NC=C1)C(=O)NN (1,4-oxazin-4-yl)-1,2-diazine-3-carbohydrazide